CCC(CCCCCCCCCCC(CC)O)O hexadecane-3,14-diol